1-methyl-4-(1-methylpyrazol-4-yl)-1,2,3,4-tetrahydroisoquinoline CC1NCC(C2=CC=CC=C12)C=1C=NN(C1)C